NC1=NC2=C(N1C13CN(CC(CC1)C3)CCOC3=C(C=NN3C)C3=CC(=CN(C3=O)C)C(=O)OC)C=CC=C2 methyl 5-(5-{2-[1-(2-amino-1,3-benzodiazol-1-yl)-3-azabicyclo[3.2.1]octan-3-yl] ethoxy}-1-methylpyrazol-4-yl)-1-methyl-6-oxopyridine-3-carboxylate